allylbenzyl thioether C(C=C)SCC1=CC=CC=C1